5,6,7-trimethoxy-1-(1-(triisopropylsilyl)-1H-indol-3-yl)-2,3-dihydroquinolin-4(1H)-one COC1=C2C(CCN(C2=CC(=C1OC)OC)C1=CN(C2=CC=CC=C12)[Si](C(C)C)(C(C)C)C(C)C)=O